(R)-6-chloro-3-((1-(3,6-dimethyl-2-(2-methyl-2,4,6,7-tetrahydro-5H-pyrazolo[4,3-c]pyridin-5-yl)-4-oxo-3,4-dihydroquinazolin-8-yl)ethyl)amino)-N-(methylsulfonyl)picolinamide ClC1=CC=C(C(=N1)C(=O)NS(=O)(=O)C)N[C@H](C)C=1C=C(C=C2C(N(C(=NC12)N1CC=2C(CC1)=NN(C2)C)C)=O)C